ClC=1C=C(C(=O)N2CC=3C(=NN4C3C(N(CC4)CC4=CC=C(C=C4)OC(F)F)=O)C[C@H]2C)C=CC1Cl (3R)-2-(3,4-Dichlorobenzoyl)-9-{[4-(difluoromethoxy)phenyl]methyl}-3-methyl-1,2,3,4,8,9-hexahydropyrido[4',3':3,4]pyrazolo[1,5-a]pyrazin-10(7H)-one